(5-(tert-butyl)-1,3,4-oxadiazol-2-yl)bicyclo[2.2.2]octane-1-carbaldehyde C(C)(C)(C)C1=NN=C(O1)C1C2(CCC(C1)CC2)C=O